DIMETHYLTRISULFID CSSSC